5-amino-3-[4-[[(2-methoxybenzoyl)amino]methyl]phenyl]-1-[[(3S)-3-piperazinyl]methyl]pyrazole-4-carboxamide NC1=C(C(=NN1C[C@@H]1CNCCN1)C1=CC=C(C=C1)CNC(C1=C(C=CC=C1)OC)=O)C(=O)N